[5-fluoro-3,4-dihydro-3-(trifluoromethyl)-1(2H)-quinolinyl][2-methyl-5-[3-(1-methylethyl)-1H-1,2,4-triazol-1-yl]phenyl]methanone FC1=C2CC(CN(C2=CC=C1)C(=O)C1=C(C=CC(=C1)N1N=C(N=C1)C(C)C)C)C(F)(F)F